C1(=CC=C(C=C1)NC(=S)N1C=COC2=C1C=CC=C2)C N-(4-tolyl)-1,4-benzoxazine-4-thiocarboxamide